3-(isopropylamino)-4-(methyl(4-(5-(trifluoromethyl)-1,2,4-oxadiazol-3-yl)benzyl)amino)cyclobut-3-ene-1,2-dione C(C)(C)NC=1C(C(C1N(CC1=CC=C(C=C1)C1=NOC(=N1)C(F)(F)F)C)=O)=O